[O-2].[Zr+4].[Al+3].[Fe+2] iron-aluminum-zirconium oxide